C1(CC1)C=1C(=NC(=CC1)C)OCC(C(=O)O)(C)C 3-((3-cyclopropyl-6-methylpyridin-2-yl)oxy)-2,2-dimethylpropionic acid